C(C)(C)(C)OC(=O)N1[C@H]2[C@H](C[C@@H](C1)C2)O |r| (1RS,4SR,6SR)-6-hydroxy-2-azabicyclo[2.2.1]heptane-2-carboxylic acid tert-butyl ester